C(=O)C(CC(=O)O)CC(C)C 3-formyl-5-methyl-caproic acid